CC1=NN(C=C1N)CC(F)(F)F 3-methyl-1-(2,2,2-trifluoroethyl)-1H-pyrazol-4-amine